CC1=NC=C(C(=C1)C[C@@H]1CC[C@H](CC1)C(=O)N1OCC[C@H]1C=1N=C(OC1)C)C trans-[4-[(2,5-dimethylpyridin-4-yl)methyl]cyclohexyl]-[(3S)-3-(2-methyl-1,3-oxazol-4-yl)-1,2-oxazolidin-2-yl]methanone